(4aS,9bS)-7-(trifluoromethyl)-1,4,4a,9b-tetrahydro-2H-spiro[benzofuro[3,2-b]pyridine-3,1'-cyclopropane] FC(C1=CC2=C(C=C1)[C@@H]1NCC3(CC3)C[C@@H]1O2)(F)F